1-palmitoyl-2-10,12-tricosanedionoyl-SN-glycero-3-phosphocholine C(CCCCCCCCCCCCCCC)(=O)OC[C@@H](OC(CCCCCCCCC(CC(CCCCCCCCCCC)=O)=O)=O)COP(=O)([O-])OCC[N+](C)(C)C